3-((S)-3-((R)-8-(1,6-dimethyl-2,3-dihydro-1H-pyrido[2,3-b][1,4]oxazin-7-ylsulfonyl)-1-oxa-8-azaspiro[4.5]decan-3-ylamino)-2-hydroxypropoxy)-N-methylbenzenesulfonamide CN1C2=C(OCC1)N=C(C(=C2)S(=O)(=O)N2CCC1(C[C@H](CO1)NC[C@@H](COC=1C=C(C=CC1)S(=O)(=O)NC)O)CC2)C